C(C)(=O)O.C(C)(C)N1N=C(C=C1CNC)S(=O)(=O)N(CC1=CC=C(C=C1)OC)CC1=CC=C(C=C1)OC 1-Isopropyl-N,N-bis(4-methoxybenzyl)-5-((methylamino)methyl)-1H-pyrazole-3-sulfonamide, acetic Acid Salt